FC1=C2[C@H](N(C(C2=CC=C1C1=NC=CC(=C1)CN1C[C@H](CC1)C(C)(C)O)=O)[C@@H]1CNCCC1)C (S)-3-((R)-4-fluoro-5-(4-(((S)-3-(2-hydroxypropan-2-yl)pyrrolidin-1-yl)methyl)pyridin-2-yl)-3-methyl-1-oxoisoindolin-2-yl)piperidine